2-methyl-4-(2,2,3-trimethyl-3-cyclopenten-1-yl)butanol CC(CO)CCC1C(C(=CC1)C)(C)C